6-{1-[(3S)-3-fluoropyrrolidin-1-yl]ethyl}-4-(trifluoromethyl)-2,3-dihydroisoindol-1-one F[C@@H]1CN(CC1)C(C)C1=CC(=C2CNC(C2=C1)=O)C(F)(F)F